CC1(CC1)C=1N=CC=2N(C1)C=CN2 6-(1-methylcyclopropyl)imidazo[1,2-a]Pyrazine